3,5-diamino-N'-(4-hydroxybenzoyl)benzenesulfonohydrazide NC=1C=C(C=C(C1)N)S(=O)(=O)NNC(C1=CC=C(C=C1)O)=O